sodium (S)-3-(3-(1,6-dimethyl-4-oxido-2-oxo-1,2-dihydropyridin-3-yl)ureido)-3-(5-fluoromethyl-3'-(trifluoromethoxy)biphenyl-3-yl)propanoate CN1C(C(=C(C=C1C)[O-])NC(N[C@@H](CC(=O)[O-])C=1C=C(C=C(C1)CF)C1=CC(=CC=C1)OC(F)(F)F)=O)=O.[Na+].[Na+]